(diethylamino)di(methoxyethyl)vinylsilane dimethyl-1-bromo-4-methyl-3-oxo-5,7-dihydro-2H-cyclopenta[c]pyridine-6,6-dicarboxylate COC(=O)C1(CC=2C(=C(NC(C2C)=O)Br)C1)C(=O)OC.C(C)N(CC)[SiH2]C=C(CCOC)CCOC